1-(tert-butyl)-5-(2,3-dimethylphenyl)-3-(6-fluoropyridin-3-yl)-6-methoxy-1H-pyrazolo[4,3-b]pyridine C(C)(C)(C)N1N=C(C2=NC(=C(C=C21)OC)C2=C(C(=CC=C2)C)C)C=2C=NC(=CC2)F